tert-butyl 4-(3-cyanopyridin-2-yl)piperazine-1-carboxylate C(#N)C=1C(=NC=CC1)N1CCN(CC1)C(=O)OC(C)(C)C